(S)-(2,7-dimethyl-3-(1-methyl-3-(trifluoromethyl)-1H-pyrazol-5-yl)-2,4,5,7-tetrahydro-6H-pyrazolo[3,4-c]pyridin-6-yl)(1-methyl-1H-pyrazolo[4,3-b]pyridin-5-yl)methanone CN1N=C2[C@@H](N(CCC2=C1C1=CC(=NN1C)C(F)(F)F)C(=O)C1=CC=C2C(=N1)C=NN2C)C